[N+](=O)([O-])C=1C=CC(=NC1)C(=O)NC=1C=NC=NC1 5-nitro-N-(pyrimidin-5-yl)picolinamide